octyl-phenyl-α-naphthylamine C(CCCCCCC)N(C1=CC=CC2=CC=CC=C12)C1=CC=CC=C1